O=C1C=2C(NCC1)=C(NN2)C(=O)OCC ethyl 7-oxo-4,5,6,7-tetrahydro-2H-pyrazolo[4,3-b]pyridine-3-carboxylate